methyl 5-(2-amino-4-((4-(2-methyl-6-(methylcarbamoyl)pyridin-3-yl)piperazin-1-yl)methyl)phenyl)-1-methyl-1H-imidazole-4-carboxylate NC1=C(C=CC(=C1)CN1CCN(CC1)C=1C(=NC(=CC1)C(NC)=O)C)C1=C(N=CN1C)C(=O)OC